2-benzenesulfonyl-1H-indole-3-carbaldehyde C1(=CC=CC=C1)S(=O)(=O)C=1NC2=CC=CC=C2C1C=O